N2-((R)-1-cyclopropylethyl)-N4-(1-morpholinopropan-2-yl)-6-(6-(trifluoromethyl)pyridin-2-yl)-1,3,5-triazine-2,4-diamine C1(CC1)[C@@H](C)NC1=NC(=NC(=N1)NC(CN1CCOCC1)C)C1=NC(=CC=C1)C(F)(F)F